COC=1C=C(C=CC1OC)C1=CN=CC(=N1)NC1CCC(CC1)N(C=O)C1CCC1 N-(4-((6-(3,4-dimethoxyphenyl)pyrazin-2-yl)amino)cyclohexyl)cyclobutylformamide